CC(C(=O)C1=CC=CC=C1)CC1OC(OC1)CCC1=CC=CC=C1 (±)-2-methyl-3-(2-phenethyl-1,3-dioxolan-4-yl)-1-phenylpropan-1-one